N1=C(N=CC=C1)N pyrimidamin